C(C)(C)OC=1C(=CC2=CN(N=C2C1)C1CCN(CC1)C(=O)OC(C)(C)C)NC(C1=NC(=CC=C1)C(F)(F)F)=O tert-butyl 4-(6-isopropoxy-5-(6-(trifluoromethyl)picolinamido)-2H-indazol-2-yl)piperidine-1-carboxylate